ruthenium (III) dicyclopentadienone C1(C=CC=C1)=O.C1(C=CC=C1)=O.[Ru+3]